tert-butyl 2-(3-(5-hydroxypentoxy)propoxy)acetate OCCCCCOCCCOCC(=O)OC(C)(C)C